C(C)OC(/C=C/C1=CC(=C(C=C1)F)C(F)(F)F)OCC (E)-4-(3,3-diethoxyprop-1-en-1-yl)-1-fluoro-2-(trifluoromethyl)benzene